N1-methyl-N1-(pyrimidin-4-yl)ethane-1,2-diamine CN(CCN)C1=NC=NC=C1